methyl 1-(7-cyano-5-(2-fluoroprop-2-yl) benzo[b]thiophen-2-yl)-pyrazole-4-carboxylate C(#N)C1=CC(=CC2=C1SC(=C2)N2N=CC(=C2)C(=O)OC)C(C)(C)F